N[C@@H]1[C@H](N(C1)C1=NC2=C(C(=C(C=C2C(=N1)N1CCNCC1)Cl)C1=CC=CC2=C1N=C(S2)N)F)C 4-[2-[(2R,3S)-3-amino-2-methyl-azetidin-1-yl]-6-chloro-8-fluoro-4-piperazin-1-yl-quinazolin-7-yl]-1,3-benzothiazol-2-amine